P(=O)(O)(O)OC(C(=O)[O-])CO 2-Phosphoglycerat